(4,6-dichloropyrimidin-2-yl)methanol ClC1=NC(=NC(=C1)Cl)CO